N1=C(C=CC=C1)C1=NN(C=C1C1=CC=NC2=CC=CC=C12)CC(=O)NCC1=CC=C(C(=O)OCCCC)C=C1 butyl 4-((2-(3-(pyridin-2-yl)-4-(quinolin-4-yl)-1H-pyrazol-1-yl)acetamido)methyl)benzoate